NC(CC)C1(CN(C1)C(=O)C1=C(C(=C(C=C1)F)F)NC1=C(C=C(C=C1)I)F)O (3-(1-aminopropyl)-3-hydroxyazetidin-1-yl)(3,4-difluoro-2-(2-fluoro-4-iodophenylamino)phenyl)methanone